FC1=C(C=CC(=C1)B1OC(C(O1)(C)C)(C)C)N=S1(CC(C1)(C)C)=O 1-((2-fluoro-4-(4,4,5,5-tetramethyl-1,3,2-dioxaborolan-2-yl)phenyl)imino)-3,3-dimethyl-1λ6-thietane-1-oxide